ethyl 2,2'-thio-bis[3-(3,5-di-butyl-4-hydroxyphenyl) propionate] S(C(C(=O)[O-])CC1=CC(=C(C(=C1)CCCC)O)CCCC)C(C(=O)OCC)CC1=CC(=C(C(=C1)CCCC)O)CCCC